COC=1C=C2CCN[C@@H](C2=CC1OC)CC1=CC(=C(C(=C1)OC)OC)OC (R)-6,7-dimethoxy-1-(3,4,5-trimethoxybenzyl)-1,2,3,4-tetrahydroisoquinoline